N-(3-amino-3-methyl-butyl)-3-(2-chloro-6-methyl-4-pyridyl)-2-(3-cyanophenyl)pyrazolo[1,5-a]pyrimidine-5-carboxamide NC(CCNC(=O)C1=NC=2N(C=C1)N=C(C2C2=CC(=NC(=C2)C)Cl)C2=CC(=CC=C2)C#N)(C)C